BrC1=C(C(=CC(=C1)C1(CC1)CC)F)OC 1-bromo-5-(1-ethylcyclopropyl)-3-fluoro-2-methoxybenzene